BrC=1C=C(C(=C(C1)C(=O)[O-])OC)Cl 5-bromo-3-chloro-2-methoxyphenylformate